6-[3-(5-chloro-2-methoxypyridine-3-sulfonamido)-2,6-difluorophenyl]-N-[2-(morpholin-4-yl)ethyl]imidazo[1,5-a]pyrazine-1-carboxamide ClC=1C=C(C(=NC1)OC)S(=O)(=O)NC=1C(=C(C(=CC1)F)C=1N=CC=2N(C1)C=NC2C(=O)NCCN2CCOCC2)F